O=C1N(CCC(N1)=O)C1=NN(C2=CC(=CC=C12)CCCC=O)C 4-[3-(2,4-dioxohexahydropyrimidin-1-yl)-1-methyl-indazol-6-yl]butanal